ClC1=C2C=C(C(=NC2=NC(=C1)Cl)C)C 5,7-dichloro-2,3-dimethyl-1,8-naphthyridine